ClCC1=C(C=CC(=N1)C#N)C 6-(chloromethyl)-5-methylpicolinonitrile